CC1=C(C(=O)NC2CCC(CC2)NC2=CC(=NC3=CC=CC=C23)C(F)(F)F)C=CC=C1C 2,3-dimethyl-N-[(1s,4s)-4-{[2-(trifluoromethyl)quinolin-4-yl]amino}cyclohexyl]benzamide